O=C1NC(CCC1N1CC2=CC=CC(=C2C1=O)C#CCCCN1CCN(CC1)C1=CC=C(C(=O)N2CCC(CC2)CCCCNC(\C=C\C=2C=NC=CC2)=O)C=C1)=O (E)-N-(4-(1-(4-(4-(5-(2-(2,6-dioxopiperidin-3-yl)-3-oxoisoindolin-4-yl)pent-4-yn-1-yl)piperazin-1-yl)benzoyl)piperidin-4-yl)butyl)-3-(pyridin-3-yl)acrylamide